C(CCCCCCCCC)NCCCCCCCCCC di(decyl)amine